4-fluoro-N-(4-methoxybenzyl)-N-methyl-3-(1-methyl-6-oxo-1,6-dihydropyridazin-3-yl)benzenesulfonamide FC1=C(C=C(C=C1)S(=O)(=O)N(C)CC1=CC=C(C=C1)OC)C1=NN(C(C=C1)=O)C